OC1CC2CCC(C1)N2C2=C1CCN(C1=CC=C2)C(CNC2=C(C=CC(=C2)C=2OC(=CC2)C)C)=O 1-(4-(3-hydroxy-8-azabicyclo[3.2.1]octan-8-yl)indolin-1-yl)-2-((2-methyl-5-(5-methylfuran-2-yl)phenyl)amino)ethan-1-one